CN1C(C2=CC=C(C=C2C1=O)C(=O)Cl)=O 2-methyl-1,3-dioxoisoindoline-5-carbonyl chloride